2-Chloro-N-((3-methylpyridin-2-yl)carbamoyl)-6-(trifluoromethyl)nicotinamide ClC1=C(C(=O)NC(NC2=NC=CC=C2C)=O)C=CC(=N1)C(F)(F)F